C1=CC(=CC=C1/C(=C/C=C\\C(=O)C(=O)O)/O)Cl The molecule is a 2-hydroxy monocarboxylic acid formed by biodegradative cleavage of the dihydroxylated aromatic ring of 2,3-dihydroxybiphenyl. It is a 6-oxo monocarboxylic acid, a 2-hydroxy monocarboxylic acid, an alpha,beta-unsaturated monocarboxylic acid and a member of monochlorobenzenes. It derives from a sorbic acid.